3-(4-(1H-pyrazol-4-yl)phenyl)-1-(quinolin-8-ylmethyl)-8-oxa-1,3-diazaspiro[4.5]decan-2-one N1N=CC(=C1)C1=CC=C(C=C1)N1C(N(C2(C1)CCOCC2)CC=2C=CC=C1C=CC=NC21)=O